1-(2-((1R,3S,5R)-3-(6-bromopyridin-2-ylcarbamoyl)-2-azabicyclo[3.1.0]hexan-2-yl)-2-oxoethyl)-5-(2-methylpyrimidin-5-yl)-1H-indazole-3-carboxamide BrC1=CC=CC(=N1)NC(=O)[C@H]1N([C@@H]2C[C@@H]2C1)C(CN1N=C(C2=CC(=CC=C12)C=1C=NC(=NC1)C)C(=O)N)=O